C(C)(C)(C)NS(=O)(=O)C1=CC=CC(=N1)NC(C1=C(C=C(C=C1)S(=O)(=O)C)N1CCC2(CC2)CC1)=O N-(6-(N-(tert-Butyl)sulfamoyl)pyridin-2-yl)-4-(methylsulfonyl)-2-(6-azaspiro[2.5]octan-6-yl)benzamide